NC1=C(C(=NC=2N1N=C(C2CC)C)NCCC=2C(N(C=CC2)C)=O)C#N 7-amino-3-ethyl-2-methyl-5-((2-(1-methyl-2-oxo-1,2-dihydropyridin-3-yl)ethyl)amino)pyrazolo[1,5-a]pyrimidine-6-carbonitrile